C(C)(=O)N(C)CCCN1C2=CC(=CC=C2C=2C=CN=C(C12)C)OC N-acetyl-N-methyl-3-(7-Methoxy-1-methyl-β-carbolin-9-yl)propylamine